(S)-1-(4-chlorobenzyl)-N-((1R,2R)-1-(2,3-dihydrobenzo[b][1,4]dioxin-6-yl)-1-hydroxy-3-(pyrrolidin-1-yl)propan-2-yl)pyrrolidine-3-carboxamide ClC1=CC=C(CN2C[C@H](CC2)C(=O)N[C@@H]([C@H](O)C2=CC3=C(OCCO3)C=C2)CN2CCCC2)C=C1